2-(3-chloronaphthalen-1-yl)-4,6-diphenyl-1,3,5-triazine ClC=1C=C(C2=CC=CC=C2C1)C1=NC(=NC(=N1)C1=CC=CC=C1)C1=CC=CC=C1